C1(CC1)C=1C=C(C=NC1)COC1=CC=C(C=C1)C=1C=C(C(NC1C(F)(F)F)=O)C(=O)N 5-(4-((5-Cyclopropylpyridin-3-yl)methoxy)phenyl)-2-oxo-6-(trifluoromethyl)-1,2-dihydropyridin-3-carboxamide